C(C)(C)(C)NC(C1=CC(=CC(=C1)NC(C(C)(C)C)=O)NC(C(C)(C)C)=O)=O N-(tert-butyl)-3,5-bis-(pivaloylamino)-benzamide